O=C1NC2=C(N1)C=CC(=C2)N2C=CC1=CC(=CC=C21)NC(C)=O N-(1-(2-oxo-2,3-dihydro-1H-benzo[d]imidazol-5-yl)indol-5-yl)acetamide